ClC=1C=C2C(=NC1)CC1(CCN(CC1)C1=CN=C3C(=N1)NN=C3SC3=C(C=CC=C3)Cl)[C@@H]2N (S)-3-chloro-1'-(3-((2-chlorophenyl)thio)-1H-pyrazolo[3,4-b]pyrazin-6-yl)-5,7-dihydrospiro[cyclopenta[b]pyridine-6,4'-piperidin]-5-amine